(±)-trans-tert-butyl-3-hydroxy-4-(3-(trifluoromethyl) phenoxy)piperidine-1-carboxylate C(C)(C)(C)OC(=O)N1C[C@H]([C@@H](CC1)OC1=CC(=CC=C1)C(F)(F)F)O |r|